tert-butyl (3S)-3-methyl-4-[8-({3-methyl-4-[(1-methyl-1,3-benzodiazol-5-yl)methyl]phenyl}amino)-[1,3]diazino[5,4-d]pyrimidin-2-yl]piperazine-1-carboxylate C[C@H]1CN(CCN1C=1N=CC2=C(N1)C(=NC=N2)NC2=CC(=C(C=C2)CC2=CC1=C(N(C=N1)C)C=C2)C)C(=O)OC(C)(C)C